3-(9-((4-(aminomethyl)phenyl)carbamoyl)-4,5-dihydrobenzo[b]thieno[2,3-d]oxepin-8-yl)-6-((4-hydroxybutyl)carbamoyl)picolinic acid NCC1=CC=C(C=C1)NC(=O)C1=CC2=C(OCCC3=C2SC=C3)C=C1C=1C(=NC(=CC1)C(NCCCCO)=O)C(=O)O